N-[5-(1,1-difluoroethyl)pyridin-3-yl]-N-({5-[5-(difluoromethyl)-1,3,4-oxadiazol-2-yl]-1,3-thiazol-2-yl}methyl)-2-methoxyethane-1-sulfonamide FC(C)(F)C=1C=C(C=NC1)N(S(=O)(=O)CCOC)CC=1SC(=CN1)C=1OC(=NN1)C(F)F